NCCCOC(C(C)OCCCN)C bis(3-aminopropoxy)butane